4-(((tert-butyldimethylsilyl)oxy)(oxazol-2-yl)methyl)-N-(4,4-difluorocyclohexyl)-6-(3,5-dimethyl-1H-pyrazol-1-yl)pyridin-2-amine [Si](C)(C)(C(C)(C)C)OC(C1=CC(=NC(=C1)N1N=C(C=C1C)C)NC1CCC(CC1)(F)F)C=1OC=CN1